4-(4-aminopyrimidin-2-yl)-N,N-dimethyl-1H-pyrazole-1-sulfonamide NC1=NC(=NC=C1)C=1C=NN(C1)S(=O)(=O)N(C)C